4-chloro-2-((2,3-dichlorophenylimino)methyl)phenol ClC1=CC(=C(C=C1)O)C=NC1=C(C(=CC=C1)Cl)Cl